(R)-4-(4-(2-(2,4-dioxotetrahydropyrimidin-1(2H)-yl)benzyl)piperazin-1-yl)-N-(5-(2-methoxy-2-phenylacetyl)-1,4,5,6-tetrahydropyrrolo[3,4-c]pyrazol-3-yl)benzamide O=C1N(CCC(N1)=O)C1=C(CN2CCN(CC2)C2=CC=C(C(=O)NC=3C4=C(NN3)CN(C4)C([C@@H](C4=CC=CC=C4)OC)=O)C=C2)C=CC=C1